C(C)(C)(C)OC(=O)N1C[C@@H](CCC1)C(NC=1N=CC2=CC(=NC(=C2C1)NC(C)C)[C@@H](C)O)=O.BrCC(=O)C1=C(C=C(C=C1)C1CCC(N1)=O)F 5-(4-(2-bromoacetyl)-3-fluorophenyl)pyrrolidin-2-one tert-butyl-(R)-3-((7-((R)-1-hydroxyethyl)-5-(isopropylamino)-2,6-naphthyridin-3-yl)carbamoyl)piperidine-1-carboxylate